C(C)(C)(C)OC(NCC1=CC(=C(C=C1)F)N)=O (3-amino-4-fluorobenzyl)carbamic acid tert-butyl ester